3-oxo-cyclobuten-1-yl bromoformate BrC(=O)OC1=CC(C1)=O